((2S)-1-(((2S)-4-(ethylamino)-3-hydroxy-4-oxo-1-((S)-2-oxopyrrolidin-3-yl)butan-2-yl)amino)-1-oxohexan-2-yl)carbamic acid 2,2-difluoro-2-(3-fluorophenyl)-1-phenylethyl ester FC(C(C1=CC=CC=C1)OC(N[C@H](C(=O)N[C@@H](C[C@H]1C(NCC1)=O)C(C(=O)NCC)O)CCCC)=O)(C1=CC(=CC=C1)F)F